S1C=NC=2N=CN=CC21 Thiazolo[4,5-d]Pyrimidine